tert-butyl (3-(4-iodo-2-isopropyl-1H-imidazol-1-yl)bicyclo[1.1.1]pentan-1-yl)carbamate IC=1N=C(N(C1)C12CC(C1)(C2)NC(OC(C)(C)C)=O)C(C)C